(2R,3S)-2-amino-3-methyl-pentanoic acid N[C@@H](C(=O)O)[C@H](CC)C